2-(5-(2-(cyclopentyloxy)-4-fluorophenoxy)pyrimidin-4-yl)-7-((tetrahydro-2H-pyran-4-yl)methyl)-2,7-diazaspiro[4.4]nonane C1(CCCC1)OC1=C(OC=2C(=NC=NC2)N2CC3(CC2)CN(CC3)CC3CCOCC3)C=CC(=C1)F